2-(4-(2-Ethyl-5-(3-methylisoxazol-5-yl)pyrimidin-4-yl)piperidin-1-yl)-1-morpholinoethanone C(C)C1=NC=C(C(=N1)C1CCN(CC1)CC(=O)N1CCOCC1)C1=CC(=NO1)C